3-(4-(2-(2,6-Dioxopiperidin-3-yl)-1-oxoisoindolin-5-yl)piperazin-1-yl)propanoic acid O=C1NC(CCC1N1C(C2=CC=C(C=C2C1)N1CCN(CC1)CCC(=O)O)=O)=O